IC1=NN2C(=NN(C(C2=C1)=O)CC(=O)OCC)C(C)C ethyl 2-(2-iodo-7-isopropyl-4-oxopyrazolo[1,5-d][1,2,4]triazin-5(4H)-yl)acetate